CC1=NC=C(C=N1)C=1C=C2C(=CN(C2=CC1)CC(=O)O)S(N)(=O)=O 2-(5-(2-methylpyrimidin-5-yl)-3-sulfamoyl-1H-indol-1-yl)acetic acid